5-[6-(ethylamino)-2-fluoropyridin-3-yl]-1-(oxetan-4-yl)-N-[(3S)-2-oxo-5-phenyl-1,3-dihydro-1,4-benzodiazepine-3-Yl]pyrazole-4-carboxamide C(C)NC1=CC=C(C(=N1)F)C1=C(C=NN1C1CCO1)C(=O)N[C@@H]1C(NC2=C(C(=N1)C1=CC=CC=C1)C=CC=C2)=O